C1(=CC=CC=C1)[C@H]([C@@H]1CNC2=C(N1)N=CC=C2)NC[C@H](C)C=2C=C(C=CC2)CC(=O)O 2-(3-((R)-1-(((R)-phenyl((S)-1,2,3,4-tetrahydropyrido[2,3-b]pyrazin-3-yl)methyl)amino)propan-2-yl)phenyl)acetic acid